tert-butyl (R)-3-((7-bromo-2-chloro-8-fluoro-6-(trifluoromethoxy)quinazolin-4-yl)(methyl)amino)pyrrolidine-1-carboxylate BrC1=C(C=C2C(=NC(=NC2=C1F)Cl)N([C@H]1CN(CC1)C(=O)OC(C)(C)C)C)OC(F)(F)F